(S)-2-allyl-6-((4-((2-hydroxy-1-phenylethyl)amino)-5-(1,3,4-oxadiazol-2-yl)pyridin-2-yl)amino)-1-methyl-1,2-dihydro-3H-pyrazolo[3,4-b]pyridin-3-one C(C=C)N1N(C2=NC(=CC=C2C1=O)NC1=NC=C(C(=C1)N[C@H](CO)C1=CC=CC=C1)C=1OC=NN1)C